(2S)-2-[4,7,10-tris(2-t-butoxy-2-oxoethyl)-1,4,7,10-tetraazacyclododec-1-yl]hex-5-enoic acid methyl ester COC([C@H](CCC=C)N1CCN(CCN(CCN(CC1)CC(OC(C)(C)C)=O)CC(OC(C)(C)C)=O)CC(=O)OC(C)(C)C)=O